1-(cyclopentylmethyl)-N-(1-methylcyclopropyl)-2,4-dioxo-1,2,3,4-tetrahydroquinazoline-6-sulfonamide C1(CCCC1)CN1C(NC(C2=CC(=CC=C12)S(=O)(=O)NC1(CC1)C)=O)=O